FC1=C(C(=C2C=CNC2=C1F)S(=O)(=O)C)OC=1C=CC(=C(C1)C=1NC=C(N1)C1(CCOC2=C(C=CC=C12)CCC(=O)OCC)C)F ethyl 3-[4-[2-[5-[(6,7-difluoro-4-methylsulfonyl-1H-indol-5-yl)oxy]-2-fluoro-phenyl]-1H-imidazol-4-yl]-4-methyl-chroman-8-yl]propanoate